C(C)OC([C@H]([C@H]([C@@H]([C@@H](C(=O)OCC)O)O)O)O)=O mannaric acid diethyl ester